2-(1-methylpiperidin-4-yl)-2H-indazole-5-Nicotinamide CN1CCC(CC1)N1N=C2C=CC(=CC2=C1)C1=CC=NC=C1C(=O)N